N-methyl-4-(trifluoromethyl)pyridine-2-carboxamide CNC(=O)C1=NC=CC(=C1)C(F)(F)F